tert-butyl (R)-6-(4-(2,3-dimethylphenyl)-7-(4-methylthiazol-5-yl)-5,6,7,8-tetrahydroquinazolin-2-yl)-2,6-diazaspiro[3.4]octane-2-carboxylate CC1=C(C=CC=C1C)C1=NC(=NC=2C[C@@H](CCC12)C1=C(N=CS1)C)N1CC2(CN(C2)C(=O)OC(C)(C)C)CC1